COC1=CC=C(C=N1)CN1C2CN(CC1C2)C2=CC=C(C=N2)C=2C=1N(C=C(C2)OCCS(=O)(=O)C)N=CC1 4-(6-(6-((6-methoxypyridin-3-yl)methyl)-3,6-diazabicyclo[3.1.1]heptan-3-yl)pyridin-3-yl)-6-(2-(methylsulfonyl)ethoxy)pyrazolo[1,5-a]pyridine